C(CCC)[Si](C=C)(C)C butyl-dimethyl-vinyl-silane